C(C)(C)N1N=C(C=C1/C=C(/C(=O)OCC)\C)C(F)(F)F ethyl (E)-3-[2-isopropyl-5-(trifluoromethyl)pyrazol-3-yl]-2-methyl-prop-2-enoate